FC1=C(CN2C(C3=NC=CC=C3C2=O)([2H])[2H])C=CC(=C1)C=1C2=CN(N=C2C(=CC1)O[C@@H]1COCC1)C (S)-6-(2-fluoro-4-(2-methyl-7-((tetrahydrofuran-3-yl)oxy)-2H-indazol-4-yl)benzyl)-6,7-dihydro-5H-pyrrolo[3,4-b]pyridin-5-one-7,7-d2